C(C)OC(C=CC1=CC(CCC1)C(C)C)OCC 1-(3,3-diethoxyprop-1-en-1-yl)-3-isopropylcyclohex-1-ene